3-chloro-5-{2-[(2R,4S)-4-{[4-(2-hydroxyethanesulfonyl)phenoxy]methyl}-2-methylpyrrolidin-1-yl]ethyl}benzonitrile ClC=1C=C(C#N)C=C(C1)CCN1[C@@H](C[C@@H](C1)COC1=CC=C(C=C1)S(=O)(=O)CCO)C